(2,2,2-Trifluoroethyl)-2-((7-cyanobenzo[b]thiophen-3-yl) methylene)-3-oxobutanoate FC(COC(C(C(C)=O)=CC=1C2=C(SC1)C(=CC=C2)C#N)=O)(F)F